C(C)(C)(C)OC(=O)N(C(OC(C)(C)C)=O)C=1C=NC=C(C1C)C=1C=C2C=C(N=NC2=CC1)NC1=NN2CC(N(CCC2=C1)C(C)C)=O tert-butyl N-tert-butoxycarbonyl-N-[5-[3-[(6-isopropyl-7-oxo-5,8-dihydro-4H-pyrazolo[1,5-d][1,4]diazepin-2-yl)amino]cinnolin-6-yl]-4-methyl-3-pyridyl]carbamate